FC=1C=NC=C(C1)C1OC1 3-fluoro-5-(oxiran-2-yl)pyridine